(S)-2-(4-(6-((4-cyano-2-fluorobenzyl)oxy)pyridin-2-yl)-2-fluorobenzyl)-1-(oxetan-2-ylmethyl)-1H-thieno[2,3-d]imidazole-5-carboxylic acid C(#N)C1=CC(=C(COC2=CC=CC(=N2)C2=CC(=C(CC=3N(C4=C(N3)SC(=C4)C(=O)O)C[C@H]4OCC4)C=C2)F)C=C1)F